Benzyl (S)-(1,1,1-trifluoro-3-hydroxypropan-2-yl)carbamate FC([C@H](CO)NC(OCC1=CC=CC=C1)=O)(F)F